C1(=CC=CC=C1)C[C@@H](CC1=NC2=CC=CC=C2C=C1)NC(C)=O (S)-N-(1-phenyl-3-(quinolin-2-yl)propan-2-yl)acetamide